1-(p-toluenesulfonyl)triazole CC1=CC=C(C=C1)S(=O)(=O)N1N=NC=C1